4-(4-(5,7-Difluoro-6-hydroxy-1H-indazol-1-yl)phenyl)thiomorpholine 1,1-dioxide FC=1C=C2C=NN(C2=C(C1O)F)C1=CC=C(C=C1)N1CCS(CC1)(=O)=O